2-[(R)-[(5S,7S)-7-fluoro-5-(3-fluorophenyl)-6,7-dihydro-5H-pyrrolo[1,2-b][1,2,4]triazol-2-yl]sulfinyl]acetonitrile F[C@H]1C[C@H](N2N=C(N=C21)[S@](=O)CC#N)C2=CC(=CC=C2)F